hydroxy-3-[(2-methoxyphenyl)sulfanyl]pyridazine-4-carboxamidine OC=1C(=C(N=NC1)SC1=C(C=CC=C1)OC)C(=N)N